10,11-dihydrodibenzo[b,f][1,4]thiazepine-5,5-Dioxide C1=CC=CC2=C1CNC1=C(S2(=O)=O)C=CC=C1